2-(imidazol-1-yl)-N-[(3S)-5-oxopyrrolidin-3-yl]-5H,6H,7H-cyclopenta[d]pyrimidine-4-carboxamide N1(C=NC=C1)C=1N=C(C2=C(N1)CCC2)C(=O)N[C@@H]2CNC(C2)=O